Tetramethyl-phosphonium C[P+](C)(C)C